FC=1C=C(C(=O)O)C=C(C1O)C=O 3-fluoro-5-formyl-4-hydroxybenzoic acid